(7S)-3-amino-14-ethyl-11-fluoro-7-methyl-4-oxo-4,5,6,7,13,14-hexahydro-1,15-ethenopyrazolo[4,3-f][1,4,8,10]benzoxatriazacyclotridecine-12-carbonitrile NC1=NN2C3=C1C(NC[C@@H](OC1=C(CN(C(=N3)C=C2)CC)C(=C(C=C1)F)C#N)C)=O